NC1=NC=C2N(C(N(C2=N1)[C@@H]1O[C@@H](C[C@H]1O)CO)=O)CCC#N 3-(2-amino-9-((2R,3R,5S)-3-hydroxy-5-(hydroxymethyl)tetrahydrofuran-2-yl)-8-oxo-8,9-dihydro-7H-purin-7-yl)propionitrile